C(C)(C)(C)C1=C(C=2C(=NC=CC2)N1)C=O 2-TERT-BUTYL-1H-PYRROLO[2,3-B]PYRIDINE-3-CARBALDEHYDE